C(C=C)(=O)N1C[C@H](N(CC1)S(=O)(=O)C)C1=CC(=NC(=C1)Cl)C1=CC(=NC=C1)C(=O)NC (R)-4-(4-acryloyl-1-(methylsulfonyl)piperazin-2-yl)-6-chloro-N-methyl-[2,4'-bipyridine]-2'-carboxamide